N4-(1-(tert-Butylsulfonyl)-4-fluoroindolin-6-yl)-N2-(3,5-difluoro-4-(1-methylpiperidin-4-yl)phenyl)-5-methylpyrimidine-2,4-diamine C(C)(C)(C)S(=O)(=O)N1CCC2=C(C=C(C=C12)NC1=NC(=NC=C1C)NC1=CC(=C(C(=C1)F)C1CCN(CC1)C)F)F